9-{1-[3,5-di-tert-butyl-2-(methoxymethoxy)phenyl]-2-methylpropan-1-en-1-yl}-9,9a-dihydro-4aH-fluorene C(C)(C)(C)C=1C(=C(C=C(C1)C(C)(C)C)C(=C(C)C)C1C2=CC=CC=C2C2C=CC=CC12)OCOC